3-(5-fluoro-2'-methyl[3,3'-bipyridin]-2-yl)-3-methoxy-5,5-dimethyl-6-oxocyclohex-1-ene-1-carbonitrile FC=1C=C(C(=NC1)C1(C=C(C(C(C1)(C)C)=O)C#N)OC)C=1C(=NC=CC1)C